[N+](=O)([O-])C1=CC=C(C(=O)OC2=C(C=C(C=C2)C(CNC(=O)OC(C)(C)C)O)[N+](=O)[O-])C=C1 4-(2-((tert-butoxycarbonyl) amino)-1-hydroxyethyl)-2-nitrophenyl 4-nitrobenzoate